BrC=1C=C2C(=NC1)NC=C2C(=O)C=2C(=C(C=CC2F)C(CC)S(=O)(=O)N)F [3-(5-bromo-1H-pyrrolo[2,3-b]pyridine-3-carbonyl)-2,4-difluoro-phenyl]propane-1-sulfonamide